BrC=1C=C2C=NC(=NC2=C(C1)F)NC1CCN(CC1)C(=O)OC(C)(C)C tert-butyl 4-[(6-bromo-8-fluoroquinazolin-2-yl) amino]piperidine-1-carboxylate